1-(1-((1s,4s)-4-isopropylcyclohexyl)piperidin-4-yl)-3-(pyrrolidin-3-ylmethyl)indolin-2-one C(C)(C)C1CCC(CC1)N1CCC(CC1)N1C(C(C2=CC=CC=C12)CC1CNCC1)=O